FC1=CC=C(C=C1)C(C)NC(=O)C=1C(C(=C(NC1)C(=O)[O-])OC)=O 5-(1-(4-fluorophenyl)ethylcarbamoyl)-3-methoxy-4-oxo-1,4-dihydropyridine-2-carboxylate